C(C)(C)(C)C1=C(C=CC(=C1)C(C)(C)C)OP(OC1=C(C=C(C=C1)C(C)(C)C)C(C)(C)C)OC1=C(C=C(C=C1)C(C)(C)C)C(C)(C)C tris(2,4-di-tert-butylphenyl)-phosphite